ClC=1C(=C(C=CC1)NC(=S)C1=C(C[C@H](NC1=O)C)NCC1=C(C=NC=C1)OC(COC)C)OC (2R)-N-(3-chloro-2-methoxyphenyl)-4-{[3-(2-methoxy-1-methyl-ethoxy)-4-pyridyl]methylamino}-2-methyl-6-oxo-2,3-dihydro-1H-pyridine-5-carbothioamide